5-(hydroxymethyl)-2-(2-methoxy-2-oxoethyl)-4-((2-nitrophenyl)sulfonyl)piperazine-1-carboxylic acid tert-butyl ester C(C)(C)(C)OC(=O)N1C(CN(C(C1)CO)S(=O)(=O)C1=C(C=CC=C1)[N+](=O)[O-])CC(=O)OC